4-fluoro-N-(2-hydroxy-5-(3-(4'-((trifluoromethyl)thio)-[1,1'-biphenyl]-4-yl)ureido)phenyl)benzenesulfonamide FC1=CC=C(C=C1)S(=O)(=O)NC1=C(C=CC(=C1)NC(=O)NC1=CC=C(C=C1)C1=CC=C(C=C1)SC(F)(F)F)O